(2-aminoquinazolin-6-yl)-4-methyl-N-(4-(piperazin-1-yl)-3-(trifluoromethyl)phenyl)benzamide n-octanesulfonate C(CCCCCCC)S(=O)(=O)O.NC1=NC2=CC=C(C=C2C=N1)C1=C(C(=O)NC2=CC(=C(C=C2)N2CCNCC2)C(F)(F)F)C=CC(=C1)C